ClC1=NNC(C(=C1)[C@H](C)N1N=C(C(=C1)NC([C@H](C1CCC(CC1)C)NC(=O)C=1C(=NOC1)C)=O)F)=O N-[(1S)-2-[[1-[(1S)-1-(3-chloro-6-oxo-1H-pyridazin-5-yl)ethyl]-3-fluoro-pyrazol-4-yl]amino]-1-((1r,4S)-4-methylcyclohexyl)-2-oxo-ethyl]-3-methyl-isoxazole-4-carboxamide